O=C1C(=CC(=CN1)C(=O)O)C(F)(F)F 6-oxo-5-(trifluoromethyl)-1,6-dihydropyridine-3-carboxylic acid